2-(((2R,3R,4S,5R)-5-(6-amino-2-chloro-9H-purin-9-yl)-4-fluoro-3-hydroxytetrahydrofuran-2-yl)methoxy)-2-(thiophen-3-ylmethyl)malonic acid NC1=C2N=CN(C2=NC(=N1)Cl)[C@H]1[C@H]([C@@H]([C@H](O1)COC(C(=O)O)(C(=O)O)CC1=CSC=C1)O)F